C1(=CC(=CC=C1)C1=CN=C(C=2N1C=CN2)NC=2C=C(C=CC2)C2CCN(CC2)CCCC(=O)N)C (2-(4-(3-((5-(m-tolyl)imidazo[1,2-a]pyrazin-8-yl)amino)phenyl)piperidin-1-yl)ethyl)acetamide